trans-2-(5-methoxy-5'-{[4-(trifluoromethoxy)benzyl]oxy}-2,3'-bipyridin-6-yl)cyclopropanecarboxylic acid COC=1C=CC(=NC1[C@H]1[C@@H](C1)C(=O)O)C=1C=NC=C(C1)OCC1=CC=C(C=C1)OC(F)(F)F